CC1=CC(=C(CC=2C=NC=CC2)C=C1)[N+](=O)[O-] 3-(4-methyl-2-nitrobenzyl)pyridine